BrC(=CC=1C=C(C(=O)OC)C=CC1O)Br methyl 3-(2,2-dibromovinyl)-4-hydroxybenzoate